2-(((3,5-dimethyl-2-oxooxazolidin-5-yl)methoxy)methyl)-N-(1-methyl-1H-tetrazol-5-yl)-6-(trifluoromethyl)nicotinamide CN1C(OC(C1)(C)COCC1=C(C(=O)NC2=NN=NN2C)C=CC(=N1)C(F)(F)F)=O